Potassium hydroquinone salt C1(O)=CC=C(O)C=C1.[K]